ClC=1C=C(C=CC1)C1=C(C(=CC(=C1)F)C1=CC(=C2C=CNC2=C1)N1CC(NCC1)C)OC 3-chloro-5'-fluoro-2'-methoxy-3'-(4-(3-methylpiperazin-1-yl)-1H-indol-6-yl)-[1,1'-biphenyl]